C(C=C)(=O)N1C[C@@H](N(C[C@H]1C)C1=NC(N2C3=C(C(=C(C=C13)Cl)C1=CC=C(C=C1)F)SC[C@@H]2COCCOC)=O)C (S)-7-((2S,5R)-4-acryloyl-2,5-dimethylpiperazin-1-yl)-9-chloro-10-(4-fluorophenyl)-3-((2-methoxyethoxy)meth-yl)-2H-[1,4]thiazino[2,3,4-ij]quinazolin-5(3H)-one